C(CC)OCCCCCCN=C=O propoxyhexyl isocyanate